2-(dibenzo[b,d]furan-4-yl)-7-iodo-9-phenyl-9H-carbazole C1=CC=C(C=2OC3=C(C21)C=CC=C3)C3=CC=2N(C1=CC(=CC=C1C2C=C3)I)C3=CC=CC=C3